2-fluoro-N-(5-methoxy-2-phenyl-2H-pyrazolo[4,3-b]pyridin-3-yl)-5-pyrimidin-2-yl-4-(trifluoromethyl)benzamide FC1=C(C(=O)NC=2N(N=C3C2N=C(C=C3)OC)C3=CC=CC=C3)C=C(C(=C1)C(F)(F)F)C1=NC=CC=N1